6-chloro-2,4-diamino-1,3,5-triazine ClC1=NC(=NC(=N1)N)N